BrC=1C(=NC=C(C1)[N+](=O)[O-])C 3-bromo-2-methyl-5-nitropyridine